4-isopropyl-isoxazole-3-carboxamide C(C)(C)C=1C(=NOC1)C(=O)N